CC1(OB(OC1(C)C)C1=CC=2C(C3=CC(=CC=C3C2C=C1)B1OC(C(O1)(C)C)(C)C)(CCCCCCCC)CCCCCCCC)C 2,7-bis(4,4,5,5-tetramethyl-1,3,2-dioxaborolan-2-yl)-9,9-di-n-octyl-fluorene